BrC1=CC(=C(C=C1OC1=C(C=CC=C1)OC)N1C(N(C(=CC1=O)C(F)(F)F)C)=O)F 3-[4-bromo-2-fluoro-5-(2-methoxyphenoxy)phenyl]-1-methyl-6-(trifluoromethyl)-pyrimidine-2,4-dione